O1C(=CC=C1)C=CC(=O)NC1=CC=CC=C1 3-(furan-2-yl)-N-phenylacrylamide